IC1=NC(=NS1)N1CCN(CC1)C(=O)OC(C)(C)C tert-butyl 4-(5-iodo-1,2,4-thiadiazol-3-yl)piperazine-1-carboxylate